COC(=O)C1(C=CCCC1)CC=C(C)C 1-(3-methylbut-2-enyl)cyclohex-2-ene-1-carboxylic acid methyl ester